N-(carboxyheptyl)maleimide C(=O)(O)CCCCCCCN1C(C=CC1=O)=O